N1(CCCC1)C1=NC(=CC=C1CN1CCN(CC1)C(=O)N1N=C(C=C1)NS(=O)(=O)C)C(F)(F)F N-(1-(4-((2-(Pyrrolidin-1-yl)-6-(trifluoromethyl)pyridin-3-yl)methyl)piperazine-1-carbonyl)-1H-pyrazol-3-yl)methanesulfonamide